C(C=C)(=O)N1C[C@@H](N(C[C@H]1C)C1=NC(N2C3=C(C(=CC=C13)C1=C(C=CC=C1F)C(F)F)OCC2)=O)C 7-((2S,5R)-4-acryloyl-2,5-dimethylpiperazin-1-yl)-10-(2-(difluoromethyl)-6-fluorophenyl)-2,3-dihydro-5H-[1,4]oxazino[2,3,4-ij]quinazolin-5-one